4-(3-(3-((N-cyclohexylsulfamoyl)amino)-4-methoxybenzo[d]isoxazol-6-yl)phenyl)piperazine hydrochloride Cl.C1(CCCCC1)NS(=O)(=O)NC1=NOC2=C1C(=CC(=C2)C=2C=C(C=CC2)N2CCNCC2)OC